CC1=NC=CC(=C1)C1=C(N=C(C2=CC3=C(C=C12)C=NN3)OC3CC(C3)C(=O)N)C3CCOCC3 3-[[5-(2-methyl-4-pyridinyl)-6-tetrahydropyran-4-yl-1H-pyrazolo[4,3-g]isoquinolin-8-yl]oxy]cyclobutanecarboxamide